COC1=C(C=CC(=C1)OC)CNC1=NN=C(C2=CC(=CC=C12)C=1C=C(C=CC1OC(F)(F)F)B(O)O)C [3-[1-[(2,4-DIMETHOXYPHENYL)METHYLAMINO]-4-METHYLPHTHALAZIN-6-YL]-4-(TRIFLUOROMETHOXY)PHENYL]BORONIC ACID